COC1=C(C=C(C=C1)C1(CC(C1)OC)COC)S(=O)(=O)Cl 2-methoxy-5-((cis)-3-methoxy-1-(methoxymethyl)cyclobutyl)benzenesulfonyl chloride